N-(((2S,3R,4S,5R,6R)-3,4,5-trihydroxy-6-(hydroxymethyl)tetrahydro-2H-pyran-2-yl)oxy)pyrimidine-5-carboxamide O[C@H]1[C@@H](O[C@@H]([C@@H]([C@@H]1O)O)CO)ONC(=O)C=1C=NC=NC1